NCCCCCCCCCCCCN 1,12-Diaminododecan